FC1=CC=C(OC2=CC3=C(N=C(S3)N)C=C2)C=C1 6-(4-fluorophenoxy)-1,3-benzothiazol-2-amine